(3-phenylprop-2-yn-1,1-diyl)bis(ethylsulfolane) C1(=CC=CC=C1)C#CC(C1(S(=O)(=O)CCC1)CC)C1(S(=O)(=O)CCC1)CC